(R)-2-((5-fluoro-2-hydroxyphenyl)(1H-indol-2-yl)methyl)isoindolin-1-one FC=1C=CC(=C(C1)[C@@H](N1C(C2=CC=CC=C2C1)=O)C=1NC2=CC=CC=C2C1)O